2,4-Dichloro-6-[2-{4-(1,1-difluoroethyl)-2,6-dimethylphenyl}hydrazinyl]-5-(dimethoxymethyl)pyrimidine ClC1=NC(=C(C(=N1)Cl)C(OC)OC)NNC1=C(C=C(C=C1C)C(C)(F)F)C